OC(C)C=1C=C(C=C2C(N(C(=NC12)C=1C=NN(C1)C)C)=O)C 8-(1-Hydroxyethyl)-3,6-dimethyl-2-(1-methylpyrazol-4-yl)quinazolin-4-one